2-[4-[3-(2-Methyl-6-phenylmethoxyphenyl)benzoyl]piperazin-1-yl]-3H-quinazolin-4-one CC1=C(C(=CC=C1)OCC1=CC=CC=C1)C=1C=C(C(=O)N2CCN(CC2)C2=NC3=CC=CC=C3C(N2)=O)C=CC1